1-(6-(4-(3-fluoro-2-pyridinyl)-3,7,7-trimethyl-7,8-dihydro-5H-pyrano[4,3-b]pyridin-2-yl)-2,6-diazaspiro[3.4]octan-2-yl)-2-propen-1-one FC=1C(=NC=CC1)C1=C2C(=NC(=C1C)N1CC3(CN(C3)C(C=C)=O)CC1)CC(OC2)(C)C